Br.C12(C(=O)CC(CC1)C2(C)C)C camphor hydrobromide